S1C(=CC=C1)C1=CC=C(C=C1)N=NC1=CC=C(C=C1)C=1SC=CC1 4,4'-bis(2-thiophenyl)azobenzene